7-bromo-5-fluoro-1-(methoxymethyl)-2,3-dihydro-1H-benzo[d]-pyrrolo[1,2-a]imidazole BrC1=CC2=C(N=C3N2C(CC3)COC)C(=C1)F